FC=1C=C(C=NC1)NC(=O)[C@@H]1CC12CCN(CC2)C(=O)OC(C(F)(F)F)C(F)(F)F |r| 1,1,1,3,3,3-hexafluoropropan-2-yl (±)-1-((5-fluoropyridin-3-yl)carbamoyl)-6-azaspiro[2.5]octane-6-carboxylate